tert-butyl 1-(4,4,4-trifluoro-3-hydroxy-3-(methoxycarbonyl)butanoyl)isoindoline-2-carboxylate FC(C(CC(=O)C1N(CC2=CC=CC=C12)C(=O)OC(C)(C)C)(C(=O)OC)O)(F)F